CSCCN1C(NC=2N=C(NC(C12)=O)NC(C)=O)=O N-(7-(2-(methylthio)ethyl)-6,8-dioxo-6,7,8,9-tetrahydro-1H-purin-2-yl)acetamide